ClC1=NC(=C2C=CC(=NC2=C1)C)C1=C(C=C(C=C1)Cl)F 7-chloro-5-(4-chloro-2-fluorophenyl)-2-methyl-1,6-naphthyridine